C(CC)C(=O)CCC 1-propylketone